N1(C=NC=2C=NC=CC21)CC2=CC=C(C=C2)B(O)O (4-((1H-imidazo[4,5-c]pyridin-1-yl)methyl)phenyl)boronic acid